4-[[4,6-bis(nonylsulfanyl)-1,3,5-triazin-2-yl]amino]-2,6-ditert-butylphenol C(CCCCCCCC)SC1=NC(=NC(=N1)SCCCCCCCCC)NC1=CC(=C(C(=C1)C(C)(C)C)O)C(C)(C)C